ethyl 4-(tert-butoxymethyl)-2-chloropyrimidine-5-carboxylate C(C)(C)(C)OCC1=NC(=NC=C1C(=O)OCC)Cl